FC(C=1C=NC(=NC1)N1CC2N(C(C1)C2)C(=O)OC(C)(C)C)(F)F tert-butyl 3-(5-(trifluoromethyl)pyrimidin-2-yl)-3,6-diazabicyclo[3.1.1]heptane-6-carboxylate